OCC1(C(NCC1)=O)C 3-(Hydroxymethyl)-3-methylpyrrolidin-2-one